(R,E)-N-(4-(3-((5-chloro-4-methoxypyrimidin-2-yl)amino)pyrrolidine-1-carbonyl)phenyl)-4-morpholinobut-2-enamide ClC=1C(=NC(=NC1)N[C@H]1CN(CC1)C(=O)C1=CC=C(C=C1)NC(\C=C\CN1CCOCC1)=O)OC